2-(1-((2,4,6-tri-tert-butylphenyl)amino)ethyl)-5,7-dihydrospiro[cyclopentapyridin-6,1'-cyclopropane]-7-ol C(C)(C)(C)C1=C(C(=CC(=C1)C(C)(C)C)C(C)(C)C)NC(C)C1=NC2=C(C=C1)CC1(CC1)C2O